6,6-dimethyl-1,4,9-trioxadispiro[4.2.4.2]Tetradecan-12-one CC1(C2(OCCO2)CCC2(C1)OCCC2=O)C